trichloromethyl-propanol hydrate O.ClC(Cl)(Cl)C(CC)O